COC1=C(C=CC=C1)S(=O)(=O)NC1=NOC=2C1=C1OCCCC1=C(C2)OC2=NC=CC=C2 2-methoxy-N-(5-(pyridin-2-yloxy)-3,4-dihydro-2H-chromeno[8,7-d]isoxazol-9-yl)benzenesulfonamide